3-methoxy-N-methyl-4-{[3-(4-{[(1R,4R)-4-{1-oxa-7-azaspiro[3.5]nonan-7-yl}cyclohexyl]amino}-1-(2,2,2-trifluoroethyl)-1H-indol-2-yl)prop-2-yn-1-yl]amino}benzamide COC=1C=C(C(=O)NC)C=CC1NCC#CC=1N(C2=CC=CC(=C2C1)NC1CCC(CC1)N1CCC2(CCO2)CC1)CC(F)(F)F